CC(C(=O)OC(C(C)(C)C)=O)(C)C 2,2-dimethylpropionic anhydride